4-(1-(tert-Butyl)-1H-pyrazol-4-yl)pyrimidin-2-amine C(C)(C)(C)N1N=CC(=C1)C1=NC(=NC=C1)N